4-bromo-7-hydroxy-5H-cyclopenta[c]pyridine-6-carboxylic acid methyl ester COC(=O)C=1CC2=C(C=NC=C2Br)C1O